cyanyl-cysteine C(#N)N[C@@H](CS)C(=O)O